FC=1C=C(C=NC1)C1=CC(=NC(=C1F)C)C(=O)O 5,5'-Difluoro-6'-methyl-[3,4'-bipyridine]-2'-carboxylic acid